C(C)(C)(C)OC(=O)NC1(CCC1)C1=CC=C(C=C1)NC(=O)C1=CC2=C(OCCC3=C2SC=C3)C=C1C=1C(=NC(=CC1)C(NCCC)=O)C(=O)OC methyl 3-(9-((4-(1-((tert-butoxycarbonyl)amino)cyclobutyl)phenyl)carbamoyl)-4,5-dihydrobenzo[b]thieno[2,3-d]oxepin-8-yl)-6-(propylcarbamoyl)picolinate